(2S)-2-[2-Methyl-3-(trideuteriomethoxy)phenyl]pyrrolidine hydrochloride Cl.CC1=C(C=CC=C1OC([2H])([2H])[2H])[C@H]1NCCC1